BrC1=CC2=C(C(CCO2)CN)C=C1 (7-bromo-3,4-dihydro-2H-1-benzopyran-4-yl)methylamine